1-(2-(aminomethyl)-6-cyclopropyl-imidazo[1,2-a]pyridin-8-yl)-3-methyl-pyrrolidin-2-one NCC=1N=C2N(C=C(C=C2N2C(C(CC2)C)=O)C2CC2)C1